C12(CC(C1)C2)N2C(=NC1=C2C=C(C=C1)C(C)(C)O)NC(CC(C(F)(F)F)(C)C)=O N-(1-(bicyclo[1.1.1]pentan-1-yl)-6-(2-hydroxypropan-2-yl)-1H-benzo[d]imidazol-2-yl)-4,4,4-trifluoro-3,3-dimethylbutanamide